3-[6-[4-(2,2-dimethoxyethyl)piperazin-1-yl]-1-methyl-indazol-3-yl]piperidine-2,6-dione COC(CN1CCN(CC1)C1=CC=C2C(=NN(C2=C1)C)C1C(NC(CC1)=O)=O)OC